3-((2,6-dimethylpyridin-4-yl)amino)-N-(1-(2-(methyl(2-(p-tolyloxy)ethyl)amino)-2-oxoethyl)-1H-pyrazol-4-yl)propanamide CC1=NC(=CC(=C1)NCCC(=O)NC=1C=NN(C1)CC(=O)N(CCOC1=CC=C(C=C1)C)C)C